C(=CC1=CC=CC=C1)[Si](OCC)(OCC)CC styryl-ethyldiethoxysilane